C(C1=CC=CC=C1)N(C(CC1=CC2=CC=CC=C2C=C1)=O)C(CN(C)C1=CC=C(C=C1)OC)CC1=CC(=CC(=C1)F)F 2-(N-benzyl-2-(naphthalene-2-yl)acetamido)-3-(3,5-difluorophenyl)-N-(4-methoxyphenyl)-N-methylpropylamine